(2,5-dimethoxy-2,5-dihydrofuran-2-yl)(4-methoxyphenyl)methanol COC1(OC(C=C1)OC)C(O)C1=CC=C(C=C1)OC